ClC=1N=C2C(=CC=NC2=C(C1)CN1CCCC1)NC(C)C 6-chloro-N-isopropyl-8-(pyrrolidin-1-ylmethyl)-1,5-naphthyridin-4-amine